5,7-difluoro-4-[5-fluoro-8-methyl-2-[4-(4-methylpiperazin-1-yl)anilino]-7-oxo-pyrido[2,3-d]pyrimidin-6-yl]-8-methyl-2,3-dihydroquinoxaline-1-carboxylic acid tert-butyl ester C(C)(C)(C)OC(=O)N1CCN(C2=C(C=C(C(=C12)C)F)F)C1=C(C2=C(N=C(N=C2)NC2=CC=C(C=C2)N2CCN(CC2)C)N(C1=O)C)F